4-[2-(N-(2-fluorophenyl)anilino)-2-oxo-ethyl]-1-(6-methylindoline-1-carbonyl)piperidine-4-carboxylic acid FC1=C(C=CC=C1)N(C1=CC=CC=C1)C(CC1(CCN(CC1)C(=O)N1CCC2=CC=C(C=C12)C)C(=O)O)=O